6-(5-(2-methylpyridin-3-yl)-1H-pyrrolo[2,3-b]pyridin-3-yl)spiro[indene-1,4'-piperidin]-3(2H)-one CC1=NC=CC=C1C=1C=C2C(=NC1)NC=C2C2=CC=C1C(CC3(CCNCC3)C1=C2)=O